choline mono-citrate C(CC(O)(C(=O)[O-])CC(=O)[O-])(=O)[O-].OCC[N+](C)(C)C.OCC[N+](C)(C)C.OCC[N+](C)(C)C